tert-butyl (1-((3-(3-(4-(2-(2,6-Dioxopiperidin-3-yl)-1-oxoisoindolin-5-yl)piperazin-1-yl)azetidin-1-yl)phenyl)sulfonyl)piperidin-4-yl)carbamate O=C1NC(CCC1N1C(C2=CC=C(C=C2C1)N1CCN(CC1)C1CN(C1)C=1C=C(C=CC1)S(=O)(=O)N1CCC(CC1)NC(OC(C)(C)C)=O)=O)=O